N[14CH2]C(=O)O glycine-14C